OCCN1C[C@@H](CCC1)NC1=NN=C(C2=CC=CC=C12)C1=C(C=C(C=C1)C#CC)O (R)-2-(4-((1-(2-hydroxyethyl)piperidin-3-yl)amino)phthalazin-1-yl)-5-(prop-1-yn-1-yl)phenol